OP(O)(=O)OP(=O)(O)O.N[C@@H](CCCCN)C(=O)C1=C(C(=CC=C1)O)O lysyl-benzenediol pyrophosphate